Ethyl 5-bromopentanoate (Ethyl 5-bromovalerate) C(C)C(C(=O)O)CCCBr.BrCCCCC(=O)OCC